NC=1C2=C(N=CN1)N(C=C2C2CCCC2)[C@H]2[C@@H]([C@@H]([C@H](O2)C(=O)NC2CCN(CC2)C)O)O (2S,3S,4R,5R)-5-(4-amino-5-cyclopentyl-7H-pyrrolo[2,3-d]pyrimidin-7-yl)-3,4-dihydroxy-N-(1-methylpiperidin-4-yl)tetrahydrofuran-2-carboxamide